S(=O)(C1=CC=C(C=C1)N)(=O)O.[Na] sodium Sulfanilic Acid